[6-(5-cyclopropyl-4H-1,2,4-triazol-3-yl)-2-azaspiro[3.3]heptan-2-yl]-(1,2,4-triazol-1-yl)methanone C1(CC1)C=1NC(=NN1)C1CC2(CN(C2)C(=O)N2N=CN=C2)C1